[Si](C)(C)(C(C)(C)C)OCC[C@@H](C1=NC2=C(N1[C@@H]1C[C@H](C1)OC)C=CC(=C2)C=2C(=NOC2C)C)NC(OC(C)(C)C)=O t-butyl ((S)-3-((t-butyldimethylsilyl)oxy)-1-(5-(3,5-dimethylisoxazol-4-yl)-1-((trans)-3-methoxycyclobutyl)-1H-benzo[d]imidazol-2-yl)propyl)carbamate